C(C=C)(=O)OCCC1C(OC1)C1=CC=CC=C1 3-(2-acryloyloxyethyl)-2-phenyloxetane